CN(C1=CC2=C(C=N1)N=C(N2)C2=C(C=1C(NC2=O)=CN(N1)C)N[C@H](CC)C1=NC=CC=N1)C (R)-6-(6-(dimethylamino)-1H-imidazo[4,5-c]pyridin-2-yl)-2-methyl-7-((1-(pyrimidin-2-yl)propyl)amino)-2H-pyrazolo[4,3-b]pyridin-5(4H)-one